[Na+].P([O-])(O)(O)=O phosphoric acid monosodium salt